2-azabicyclo[2.2.1]heptane-3-one C12NC(C(CC1)C2)=O